O1CCC(CC1)N1C(C2=CC=C(C=C2C1)NC1=CC=C(C=C1)N1CCC(CC1)C(F)(F)F)=O 2-(tetrahydro-2H-pyran-4-yl)-5-((4-(4-(trifluoromethyl)piperidin-1-yl)phenyl)amino)isoindolin-1-one